C1=CC=CC=2C3=CC=CC=C3C(C12)OC(N([C@H](C(=O)N[C@H](C(=O)NC1=CC=C(C=C1)COC(NCC1=CC=CC=C1)=O)CCCNC(=O)N)C(C)C)C)=O (9H-fluoren-9-yl)methyl((S)-1-(((S)-1-((4-(((benzylcarbamoyl)oxy)methyl)phenyl)amino)-1-oxo-5-ureidopentan-2-yl)amino)-3-methyl-1-oxobutan-2-yl)carbamate